[N+](=O)([O-])C1=C2NC=C(C[C@H](N)C(=O)O)C2=CC=C1 7-nitro-L-tryptophan